N-Dodecylpyrrolium acetat C(C)(=O)[O-].C(CCCCCCCCCCC)[NH+]1C=CC=C1